FC=1C(=NC=C(C1)F)OCC1=NC=CC(=N1)O[C@@H]1C[C@@H](N(CC1)CC1=NC2=C(N1C[C@H]1OCC1)C=C(C=C2F)C(=O)O)C 2-(((2S,4S)-4-((2-(((3,5-difluoropyridin-2-yl)oxy)methyl)pyrimidin-4-yl)oxy)-2-methylpiperidin-1-yl)methyl)-4-fluoro-1-(((S)-oxetan-2-yl)methyl)-1H-benzo[d]imidazole-6-carboxylic acid